5-methyl-1,2-oxazole-4-carboxylic acid CC1=C(C=NO1)C(=O)O